7-bromo-6,8-difluoro-3-methyl-1H-quinoxalin-2-one BrC1=C(C=C2N=C(C(NC2=C1F)=O)C)F